7-bromo-6-methyl-1,3-benzothiazol-2-amine BrC1=C(C=CC=2N=C(SC21)N)C